S1C(=CC=C1)C(=O)C=1SC=CC1 di-2-thiophenyl ketone